C(C)(C)(CCC)OOC1(CCCCC1)OOC(C)(C)CCC 1,1-bis(t-hexyl-peroxy)-cyclohexane